C=1N=CN2C1C=CC=C2NC(=O)NC2=CC=C(C=C2)OC 1-(imidazo[1,5-a]pyridin-5-yl)-3-(4-methoxyphenyl)urea